O.Cl[Fe]Cl dichloroiron hydrate